NCCNC(CCN(CCN(CCC(NCCN)=O)CCC(NCCN)=O)CCC(NCCN)=O)=O N-(2-amino-ethyl)-3-[[2-(2-amino-ethylcarbamoyl)-ethyl]-(2-{bis-[2-(2-amino-ethylcarbamoyl)-ethyl]-amino}-ethyl)-amino]-propionamide